4-(cyclobutyl-(methyl)amino)but-2-enamide Calcium Montanat C(CCCCCCCCCCCCCCCCCCCCCCCCCCC)(=O)[O-].[Ca+2].C1(CCC1)N(CC=CC(=O)N)C.C(CCCCCCCCCCCCCCCCCCCCCCCCCCC)(=O)[O-]